C1(=CC=CC=C1)COC(=O)N1CCNC([C@@H](C1)NC1=NC=2C(=CC=CC2C=2N1N=C(N2)C=2C=NNC2)C#N)=O (6R)-6-{[7-cyano-2-(1H-pyrazol-4-yl)[1,2,4]Triazolo[1,5-c]Quinazolin-5-yl]Amino}-5-oxo-1,4-diazepan-1-carboxylic acid phenylmethyl ester